6-bromo-1-(1-(methylsulfonyl)indolin-6-yl)-1H-benzo[d]imidazole BrC=1C=CC2=C(N(C=N2)C2=CC=C3CCN(C3=C2)S(=O)(=O)C)C1